N-(4-amino-1-tetrahydropyran-2-yl-pyrazolo[4,3-c]pyridin-7-yl)-N'-[[2-(trifluoromethyl)phenyl]methyl]-N'-[[5-(trifluoromethyl)-2-pyridyl]methyl]oxamide NC1=NC=C(C2=C1C=NN2C2OCCCC2)NC(=O)C(=O)N(CC2=NC=C(C=C2)C(F)(F)F)CC2=C(C=CC=C2)C(F)(F)F